ClC[Si](O[Si](O[Si](C)(C)C)(O[Si](C)(C)C)CCl)(O[Si](C)(C)C)O[Si](C)(C)C 1,3-bis(chloromethyl)1,1,3,3-Tetrakis(trimethylsiloxy)disiloxane